C(C)S(=O)(=O)N=C1CC(=CC=C1C1=NC=2C(=NC=C(C2)C(F)(F)F)N1C)C1(CC1)C#N 1-[3-(ethylsulfonylimino)-4-[3-methyl-6-(trifluoromethyl)imidazo[4,5-b]pyridin-2-yl]phenyl]cyclopropanecarbonitrile